COC=1C=CC=C2C(C(NC12)=O)=O 7-methoxy-1H-indole-2,3-dione